N-(5-(2-(3,3-dimethylazetidin-1-yl)acetamido)-2-methylpyridin-3-yl)-7-(1-methyl-1H-imidazol-4-yl)-[1,2,4]triazolo[4,3-a]pyridine-3-carboxamide CC1(CN(C1)CC(=O)NC=1C=C(C(=NC1)C)NC(=O)C1=NN=C2N1C=CC(=C2)C=2N=CN(C2)C)C